tert-butyl 4-(6-(4-fluorophenyl)-4-(1-methyl-1H-pyrazol-3-yl)pyridin-3-yl)-2-(((methylsulfonyl)oxy)methyl)pyrrolidine-1-carboxylate FC1=CC=C(C=C1)C1=CC(=C(C=N1)C1CC(N(C1)C(=O)OC(C)(C)C)COS(=O)(=O)C)C1=NN(C=C1)C